6-aminobenzothiazolium NC1=CC2=C([NH+]=CS2)C=C1